C(CCCCCCCCCCC)C1C(N=CN1)CCCCCCCCCCCC didodecyl-imidazoline